1H-TETRAZOLE-5-CARBOXYLIC ACID N1N=NN=C1C(=O)O